ClC1=CC=C(CN2C(=NC=3N(C(N(C(C23)=O)CCCO)=O)C)C#CC(C)(C)NC2CC(C2)(F)F)C=C1 7-(4-chlorobenzyl)-8-(3-((3,3-difluorocyclobutyl)amino)-3-methylbut-1-yn-1-yl)-1-(3-hydroxypropyl)-3-methyl-3,7-dihydro-1H-purine-2,6-dione